O.[Cu](Cl)(Cl)=O COPPER CHLORIDE OXIDE, HYDRATE